C(C)C1=NN(C(=C1)C(O)C1=CC(=NN1C1=C(C=C(C=C1)F)I)C)C (3-ethyl-1-methyl-1H-pyrazol-5-yl)(1-(4-fluoro-2-iodophenyl)-3-methyl-1H-pyrazol-5-yl)methanol